CC/C=C\\C[C@@H](/C=C/C=C\\C=C\\C=C\\C(=O)[C@H](C/C=C\\CCC(=O)[O-])O)O The molecule is a polyunsaturated fatty acid anion that is the conjugate base of 8-oxoresolvin D1, obtained by deprotonation of the carboxy group; major species at pH 7.3. It is a hydroxy fatty acid anion, a polyunsaturated fatty acid anion, a long-chain fatty acid anion and an oxo fatty acid anion. It is a conjugate base of an 8-oxoresolvin D1.